C(C)(C)C1=NC(=CC=C1C=1C=C(C(N(C1)C)=O)C)N1CCNCC1 5-(2-isopropyl-6-piperazin-1-yl-3-pyridinyl)-1,3-dimethyl-pyridin-2-one